NC1=NC(=CC(=N1)N1CCC2(C[C@H](NC2)C(=O)OCC)CC1)O[C@@H](C(F)(F)F)C1=C(C=C(C=C1)CCCC(=O)OC)N1N=C(C=C1)C (S)-ethyl 8-(2-amino-6-((R)-2,2,2-trifluoro-1-(4-(4-methoxy-4-oxobutyl)-2-(3-methyl-1H-pyrazol-1-yl)phenyl) ethoxy)pyrimidin-4-yl)-2,8-diazaspiro[4.5]decane-3-carboxylate